((3-(2-((4-Methyl-4H-1,2,4-triazol-3-yl)methoxy)acetamido)-5-(trifluoromethyl)-phenyl)carbamoyl)(3-(pyridin-2-ylmethyl)-1,2,3-oxadiazol-3-ium-5-yl)amide CN1C(=NN=C1)COCC(=O)NC=1C=C(C=C(C1)C(F)(F)F)NC(=O)[N-]C1=C[N+](=NO1)CC1=NC=CC=C1